[F-].[Ti+3].[F-].[F-] titanium(iii) fluoride